trichromium molybdenum [Mo].[Cr].[Cr].[Cr]